[F-].[Cr+5].[F-].[F-].[F-].[F-] chromium(V) fluoride